C(C#CC)(=O)N1[C@H](CC1)COC=1C=NC=CC1N1C=C(C=2C(NCCC21)=O)NC2=C(C(=CC=C2)Cl)CC (3-{[(2R)-1-(but-2-ynoyl)azetidin-2-yl]methoxy}pyridin-4-yl)-3-[(3-chloro-2-ethylphenyl)amino]-1H,5H,6H,7H-pyrrolo[3,2-c]pyridin-4-one